2-(benzo[d]thiazol-2-yl)-4-((tert-butyldimethylsilyl)oxy)phenol S1C(=NC2=C1C=CC=C2)C2=C(C=CC(=C2)O[Si](C)(C)C(C)(C)C)O